NCCN1CCN(CC1)C1=CC=C(C=N1)OC1=NC(=CC(=C1)CN1CCC(CC1)CNC(C)=O)C1=CC(=CC(=C1)Cl)Cl N-((1-((2-((6-(4-(2-aminoethyl)piperazin-1-yl)pyridin-3-yl)oxy)-6-(3,5-dichlorophenyl)pyridin-4-yl)methyl)piperidin-4-yl)methyl)acetamide